4-Methyl-5-oxo-6-((1-((2-(trimethylsilyl)ethoxy)methyl)-1H-indazol-4-yl)methyl)-5,6-dihydro-4H-thiazolo[5',4':4,5]pyrrolo[2,3-d]pyridazine-2-carbonitrile CN1C2=C(C3=C1C(N(N=C3)CC3=C1C=NN(C1=CC=C3)COCC[Si](C)(C)C)=O)SC(=N2)C#N